C1(CC1)C(C)C=1C(=C2CCCC2=CC1)NC(=O)NS(=O)(=N)C=1OC(=C(C1)C(C)(C)O)C N-((5-(1-cyclopropylethyl)-2,3-dihydro-1H-inden-4-yl)carbamoyl)-4-(2-hydroxypropan-2-yl)-5-methylfuran-2-sulfonimidamide